methyl 6-cyclopropoxy-2-(1-methyl-2-oxabicyclo[2.1.1]hexan-4-yl)-2H-pyrazolo[3,4-b]pyridine-5-carboxylate C1(CC1)OC=1C(=CC=2C(N1)=NN(C2)C21COC(C2)(C1)C)C(=O)OC